t-butylperoxyisopropyl Monocarbonate C(OC(C)(C)OOC(C)(C)C)([O-])=O